C1(=CC=CC=C1)C1=C(C=CC=C1)C=1C(=CC=CC1)C=1C(=CC=CC1)C1=CC=CC=C1 phenylquaterphenyl